ClC=1C=C(OC2C(C(C2(C)C)N2NC=CC=C2N2CCC(CC2)CO)(C)C)C=CC1C#N N-((1r,3r)-3-(3-chloro-4-cyanophenoxy)-2,2,4,4-tetramethylcyclobutyl)-6-(4-(hydroxymethyl)piperidin-1-yl)pyridazine